tert-butyl (3S)-3-{[2-(benzyloxy)-2-oxoethyl]carbamoyl}-3-{[(tert-butoxy)carbonyl] amino}propanoate C(C1=CC=CC=C1)OC(CNC(=O)[C@H](CC(=O)OC(C)(C)C)NC(=O)OC(C)(C)C)=O